O=S1(CCN(CC1)CC1=C(C=CC=C1)C1=CC=C(C=C1)C=1C=C(C2=C(NC(=N2)C)C1)C(=O)O)=O 6-(2'-((1,1-dioxidothiomorpholino)methyl)-[1,1'-biphenyl]-4-yl)-2-methyl-1H-benzo[d]imidazole-4-carboxylic acid